C(C)S(=O)(=O)O.N1=CC(=C2N1C=CC=C2)C#N pyrazolo[1,5-a]pyridine-3-carbonitrile ethanesulfonate